C(C)(=O)OC1=C(C(=CC(=C1)C)C)C(CC(N(C)C(CC1=CC2=C(OCO2)C=C1)C)=O)(C)C 2-(2-{[2-(2H-1,3-Benzodioxol-5-yl)-1-methylethyl]-N-methylcarbamoyl}-1,1-dimethylethyl)-3,5-xylyl acetate